N[C@@H]1[C@H](CCC1)CNC(=O)C1=CN(CCS1)C1=C2C(=NC=C1)NC=C2 N-(((1R,2S)-2-aminocyclopentyl)methyl)-4-(1H-pyrrolo[2,3-b]pyridin-4-yl)-3,4-dihydro-2H-1,4-thiazine-6-carboxamide